R-3-hydroxyhexanoate O[C@@H](CC(=O)[O-])CCC